tetracyclo[4.4.0.12,5.17,10]-8-dodecen C12C3CCC(C2C2C=CC1C2)C3